C(C1=CC=CC=C1)O[C@]1(C2=NN=C(C=3C(=CC(=C(NC(CC=CCC1)C(=O)[O-])N3)C(F)(F)F)NC(=O)OC(C)(C)C)O2)C(F)(F)F (6R)-6-benzyloxy-17-(tert-butoxycarbonylamino)-6,15-bis(trifluoromethyl)-19-oxa-3,4,13,18-tetrazatricyclo[12.3.1.12,5]nonadeca-1(18),2,4,9,14,16-hexaene-12-carboxylate